3-chloro-4-propoxybenzene ClC=1C=CC=CC1OCCC